C(#N)C=1C=C(C=C(C1OCC(C)C)OC(F)F)C=1SC(=C(N1)C)C(=O)O 2-(3-cyano-5-(difluoromethoxy)-4-isobutoxyphenyl)-4-methylthiazole-5-carboxylic acid